FC1=CC=C(C=C1)S(=O)(=O)NC=1C=C(C=CC1O)NC(=O)C1=CC=C(C=C1)C1=CC=C(C=C1)C1=NOC(=N1)C N-(3-((4-fluorophenyl)sulfonylamino)-4-hydroxyphenyl)-4'-(5-methyl-1,2,4-oxadiazol-3-yl)-[1,1'-biphenyl]-4-carboxamide